N-(bicyclo[1.1.1]pentan-1-yl)-6-bromo-4-hydroxy-1-(2-morpholinoethyl)-2-oxo-1,2-dihydro-1,8-naphthyridine-3-carboxamide C12(CC(C1)C2)NC(=O)C=2C(N(C1=NC=C(C=C1C2O)Br)CCN2CCOCC2)=O